ClC1=C(C(=O)N2COC3=C(C2)C=CC=C3C3=CC(=C(C(=O)O)C=C3F)N3CCOCC3)C(=CC(=C1)N1CCN(CC1)C1(COC1)C)Cl 4-[3-[2,6-Dichloro-4-[4-(3-methyloxetan-3-yl)piperazin-1-yl]benzoyl]-2,4-dihydro-1,3-benzoxazin-8-yl]-5-fluoro-2-morpholin-4-ylbenzoic acid